N-(4,4-difluorocyclohexyl)-2-methyl-5-(trans-2-((tetrahydro-2H-pyran-4-ylmethyl)-amino)cyclopropyl)-thiophene-3-carboxamide FC1(CCC(CC1)NC(=O)C1=C(SC(=C1)[C@H]1[C@@H](C1)NCC1CCOCC1)C)F